C(C1=CC=CC=C1)OC=1C=C(C(=O)OCC2=CC=CC=C2)C=C(C1OCC1=CC=CC=C1)OC benzyl 3,4-bis(benzyloxy)-5-methoxybenzoate